C(C)(C)(C)OC(=O)NC=1SC2=C(C1C#N)C(=CC=C2F)C2=C(C=C1C(=NC=NC1=C2F)N2[C@@H]1CN([C@H](C2)C1)C(=O)OC(C)(C)C)Cl tert-Butyl (1S,4S)-5-[7-[2-(tert-butoxycarbonylamino)-3-cyano-7-fluoro-benzothiophen-4-yl]-6-chloro-8-fluoro-quinazolin-4-yl]-2,5-diazabicyclo[2.2.1]heptane-2-carboxylate